CC=1C(N2[C@H]([C@H](CCC2=CC1)NS(=O)(=O)C)COC1CCC(CC1)CCCCC)=O |r| rac-N-[(3S,4R)-7-methyl-6-oxo-4-({[(1r,4S)-4-pentylcyclohexyl]oxy}methyl)-1,3,4,6-tetrahydro-2H-quinolizin-3-yl]methanesulfonamide